12-((3-carboxypropionyl)oxy)octadec-9-enoic acid C(=O)(O)CCC(=O)OC(CC=CCCCCCCCC(=O)O)CCCCCC